5-((2S,6R)-2-((4-hydroxypiperidin-1-yl)methyl)-6-methylmorpholino)quinoline-8-carbonitrile OC1CCN(CC1)C[C@@H]1O[C@@H](CN(C1)C1=C2C=CC=NC2=C(C=C1)C#N)C